C1(CCCC1)CNC1=NC2=CC=CC=C2C(=N1)N[C@H](C)C1CC1 (R)-N2-(cyclopentylmethyl)-N4-(1-cyclopropylethyl)quinazoline-2,4-diamine